ClC1=C(C=CC=C1)C(C1=CC=CC=C1)(C1=CC=CC=C1)OC(CCCCCCCCCCCCCCCS)=O (16-mercapto)hexadecanoic acid (2-chlorophenyl)diphenylmethyl ester